(R)-6-(3-(4-bromophenyl)-1,2,4-oxadiazol-5-yl)-2,2-dimethyl-3,4-dihydro-2H-pyrano[2,3-b]pyridin-4-ol BrC1=CC=C(C=C1)C1=NOC(=N1)C=1C=C2C(=NC1)OC(C[C@H]2O)(C)C